CC1=C(C=CC(=C1)OC1=CC=CC=C1)N1C(NC2=C(SC=3N=CC=C1C32)C(=O)N3C[C@H](CC3)NC(CC)=O)=O (S)-N-(1-(5-(2-Methyl-4-phenoxyphenyl)-4-oxo-4,5-dihydro-3H-1-thia-3,5,8-triazaacenaphthylene-2-carbonyl)pyrrolidin-3-yl)propionamide